tert-butyl (4-methylnaphthalen-1-yl)carbamate CC1=CC=C(C2=CC=CC=C12)NC(OC(C)(C)C)=O